BrC1=CC=C2C(=N1)SC(=N2)NC(=O)C=2C=NC(=CC2C2=CC(=NC=C2OC)Cl)C N-(5-bromo[1,3]thiazolo[5,4-b]pyridin-2-yl)-4-(2-chloro-5-methoxypyridin-4-yl)-6-methylpyridin-3-carboxamide